2-(2-((4-methylphenyl)ethynyl)phenyl)acetonitrile CC1=CC=C(C=C1)C#CC1=C(C=CC=C1)CC#N